ClC1=CC2=C(N(C(N2CCN2CCOCC2)=O)C2CCN(CC2)CC2=CC(=C(C=C2)F)F)C=C1Cl 5,6-dichloro-1-(1-(3,4-difluorobenzyl)piperidin-4-yl)-3-(2-morpholinoethyl)-1,3-dihydro-2H-benzo[d]imidazol-2-one